(R)-7-methoxy-6-(1-(1-methyl-1H-1,2,3-triazol-5-yl)ethoxy)-4-(1-methyl-3-phenyl-1H-pyrazol-4-yl)pyrido[3,2-d]pyrimidine COC1=CC=2N=CN=C(C2N=C1O[C@H](C)C1=CN=NN1C)C=1C(=NN(C1)C)C1=CC=CC=C1